N-(4-{[3-(3-ethoxyoxetan-3-yl)-1-{[2-(trimethylsilyl)ethoxy]methyl}-1H-pyrrolo[2,3-b]pyridin-4-yl]oxy}-3,5-difluorophenyl)-N'-[(3-methyloxetan-3-yl)methyl]urea C(C)OC1(COC1)C1=CN(C2=NC=CC(=C21)OC2=C(C=C(C=C2F)NC(=O)NCC2(COC2)C)F)COCC[Si](C)(C)C